2-bromo-5-(chloromethyl)thiophene BrC=1SC(=CC1)CCl